5-(benzyloxy)-N-((1R,3r,5S)-8-azabicyclo[3.2.1]oct-3-yl)-2-methylbenzofuran-3-carboxamide C(C1=CC=CC=C1)OC=1C=CC2=C(C(=C(O2)C)C(=O)NC2C[C@H]3CC[C@@H](C2)N3)C1